FC(C(=O)N1CCC(CC1)OC1=CC2=C(C(N(CCO2)C[C@@H](CN2CC3=CC=CC=C3CC2)O)=O)C=C1)F 8-[[1-(2,2-difluoroacetyl)-4-piperidyl]oxy]-4-[(2R)-3-(3,4-dihydro-1H-isoquinolin-2-yl)-2-hydroxy-propyl]-2,3-dihydro-1,4-benzoxazepin-5-one